6-Butyl-2-hydroxy-1-naphthaldehyde C(CCC)C=1C=C2C=CC(=C(C2=CC1)C=O)O